Cl.C[N+](CCCl)(C)[O-] dimethyl-(chloroethyl)amine oxide hydrochloride